CN(C1=NC=C(C=N1)C1=CC=2C3=C(C=NC2C=C1F)N(C(C31CCC1)=O)C)C 8'-(2-(Dimethylamino)pyrimidin-5-yl)-7'-fluoro-3'-methylspiro[cyclobutane-1,1'-pyrrolo[2,3-c]quinolin]-2'(3'H)-one